C(C1=CC=CC=C1)(=O)ONC(CCCCCC)C(C1=CC=C(C=C1)C1=CC=CC=C1)=S [1-(4-phenylthiobenzoyl) heptylamino] benzoate